(R)-2-fluoro-5-(1-(hydroxymethyl)cyclopropoxy)-3-(5-methylthiazol-2-yl)-N-(1-(2-(trifluoromethyl)pyrimidin-5-yl)ethyl)benzamide FC1=C(C(=O)N[C@H](C)C=2C=NC(=NC2)C(F)(F)F)C=C(C=C1C=1SC(=CN1)C)OC1(CC1)CO